(2-cyclopropoxy-4-(dimethylphosphoryl)phenyl)(prop-2-yn-1-yl)carbamic acid tert-butyl ester C(C)(C)(C)OC(N(CC#C)C1=C(C=C(C=C1)P(=O)(C)C)OC1CC1)=O